rac-(5aR,6S,7R,8R,8aS)-3-cyano-8,8a-dihydroxy-5a-(4-methoxyphenyl)-6-phenyl-5a,7,8,8a-tetrahydro-6H-cyclopenta[4,5]furo[3,2-b]pyridine-7-carboxylic acid C(#N)C=1C=C2C(=NC1)[C@]1([C@@](O2)([C@@H]([C@H]([C@H]1O)C(=O)O)C1=CC=CC=C1)C1=CC=C(C=C1)OC)O |r|